(S)-3-chloro-6-(4-(2,2-difluoroethyl)-2-methylpiperazin-1-yl)-2-fluoropyridin-4-amine ClC=1C(=NC(=CC1N)N1[C@H](CN(CC1)CC(F)F)C)F